BrC1=NN(C(=C1)Br)C1=CC(=NC=C1)O 4-(3,5-dibromo-1H-pyrazol-1-yl)pyridin-2-ol